C(CCCC)O[N+](=O)[O-] Amylnitrat